C[C@H]1[C@H](C2=NC=CC=C2O1)CNC(OC(C)(C)C)=O tert-butyl {[(2S,3S)-2-methyl-2,3-dihydrofuro[3,2-b]pyridin-3-yl]methyl}carbamate